CN1N=CC=2C1=NC=C(C2)NC=2C=CC=C1CN(C(C21)=O)CC(=O)OCC ethyl 2-(7-((1-methyl-1H-pyrazolo[3,4-b]pyridin-5-yl)amino)-1-oxoisoindolin-2-yl)acetate